3-(5-(4-(4-methoxypyridin-2-yl)-1H-1,2,3-triazol-1-yl)-1-oxoisoindolin-2-yl)piperidine-2,6-dione COC1=CC(=NC=C1)C=1N=NN(C1)C=1C=C2CN(C(C2=CC1)=O)C1C(NC(CC1)=O)=O